2-(6-{5-chloro-2-[(oxacyclohex-4-yl)amino]pyrimidin-4-yl}-1-oxo-2,3-dihydro-1H-isoindol-2-yl)-N-[1-(1,3-thiazol-4-yl)ethyl]acetamide ClC=1C(=NC(=NC1)NC1CCOCC1)C1=CC=C2CN(C(C2=C1)=O)CC(=O)NC(C)C=1N=CSC1